methyl (2e)-2-[2-(aminooxymethyl)phenyl]-2-methoxyimino-acetate NOCC1=C(C=CC=C1)\C(\C(=O)OC)=N/OC